FC1CC(N2N=C(N=C21)C(CC#N)=O)C2=CC=CC=C2 3-(7-fluoro-5-phenyl-6,7-dihydro-5H-pyrrolo[1,2-b][1,2,4]triazol-2-yl)-3-oxo-propionitrile